C(N)(OC1(C(CC1)NC(=O)N1CCN(CC1)C(C1=C(C=C(C=C1)NC(=O)C=1N(C(=CN1)C1=C(C(=C(C=C1)OCC#N)F)F)C)Cl)=O)C(C)(C)C)=O (tert-butyl 2-(4-(2-chloro-4-(5-(4-(cyanomethoxy)-2,3-difluorophenyl)-1-methyl-1H-imidazole-2-carboxamido) benzoyl) piperazine-1-carboxamido) cyclobutyl) carbamate